(4R)-2-oxo-4-(2-(4,4,5,5-tetramethyl-1,3,2-dioxaborolan-2-yl)ethyl)cyclohexane-1-carboxylate O=C1C(CC[C@H](C1)CCB1OC(C(O1)(C)C)(C)C)C(=O)[O-]